BrC=1C=NC=CC1N1CCN(CC1)CC=1C=C2C(N(C(C2=CC1)=O)N1C(NC(CC1)=O)=O)=O 5-((4-(3-bromopyridin-4-yl)piperazin-1-yl)methyl)-2-(2,4-dioxotetrahydropyrimidine-1(2H)-yl)isoindoline-1,3-dione